CC=1C(=C(C=C(C1)C(F)(F)F)O)C1=NC=2N(C=C1)N=C(N2)N2CC[C@@H]1[C@H]2CN(CC1)C 3-Methyl-2-(2-((3ar,7as)-6-methyl-octahydro-1H-pyrrolo[2,3-c]pyridin-1-yl)-[1,2,4]triazolo[1,5-a]pyrimidin-5-yl)-5-(trifluoromethyl)phenol